7-bromo-6-chloro-N-{3-methyl-4-[(1-methyl-1,3-benzodiazol-5-yl)oxy]phenyl}pyrido[3,2-d]pyrimidin-4-amine BrC1=CC=2N=CN=C(C2N=C1Cl)NC1=CC(=C(C=C1)OC1=CC2=C(N(C=N2)C)C=C1)C